5-[[4-Chloro-3-(trifluoromethyl)anilino]methylene]-2,2-dimethyl-1,3-dioxan-4,6-dione ClC1=C(C=C(NC=C2C(OC(OC2=O)(C)C)=O)C=C1)C(F)(F)F